CC1C(N(C2CC1C2)C(=O)C2=NN(C=C2C2=NC=CC=N2)C)CNC2=NC=C(C=C2)C(F)(F)F cis-N-({4-Methyl-2-[1-methyl-4-(pyrimidin-2-yl)-1H-pyrazol-3-carbonyl]-2-azabicyclo[3.1.1]heptan-3-yl}methyl)-5-(trifluoromethyl)pyridin-2-amin